ClC=1C=C(C=CC1N1C[C@@H](CC1)OC)C1=CC(C(=CN1C1=CC2=C(N=C(S2)N2CCOCC2)C=C1)C(=O)O)=O (R)-6-(3-chloro-4-(3-methoxypyrrolidin-1-yl)phenyl)-1-(2-morpholinobenzo[d]thiazol-6-yl)-4-oxo-1,4-dihydropyridine-3-carboxylic acid